OC=1C=C(C=C(C1)O)CC(=O)[O-] 2-(3,5-dihydroxyphenyl)acetate